BrC1=CC(=C(C(=O)NC2=CC(=C(C=C2)F)C(NO)=O)C(=C1)OC1=C(C=C(C=C1)F)C)F 4-bromo-2-fluoro-6-(4-fluoro-2-methylphenoxy)-N-(4-fluoro-3-(N-hydroxycarbamoyl)phenyl)benzamide